FC1(CCC(CC1)C(=O)NC1CC2(CC(C2)OC2=C(C=C3C(=N2)C=CS3)C(=O)N)C1)F 5-{[6-(4,4-difluorocyclohexanamido)spiro[3.3]hept-2-yl]oxy}thieno[3,2-b]pyridine-6-carboxamide